methyl 4-(acetamido)-3-bromo-2-(2-bromoethoxy)-5-chlorobenzoate C(C)(=O)NC1=C(C(=C(C(=O)OC)C=C1Cl)OCCBr)Br